FC(COC1=CC(=NC2=CC=CC=C12)C(=O)O)F 4-(2,2-difluoroethoxy)quinoline-2-carboxylic acid